C1(=CC=CC=C1)C1(CC1)C1=NNC2=NC(=CN=C21)N2CCC1([C@@H](CN3N=CC=C31)N)CC2 (S)-1-(3-(1-phenylcyclopropyl)-1H-pyrazolo[3,4-b]pyrazin-6-yl)-5',6'-dihydrospiro[piperidine-4,4'-pyrrolo[1,2-b]pyrazol]-5'-amine